4-((2-(((1-aminoisoquinolin-6-yl)methyl)carbamoyl)thiazol-4-yl)ethynyl)piperidine-1-carboxylic acid tert-butyl ester C(C)(C)(C)OC(=O)N1CCC(CC1)C#CC=1N=C(SC1)C(NCC=1C=C2C=CN=C(C2=CC1)N)=O